4-(5-(4-chlorophenyl)-1H-imidazol-2-yl)-N-(3-fluorobenzyl)aniline ClC1=CC=C(C=C1)C1=CN=C(N1)C1=CC=C(NCC2=CC(=CC=C2)F)C=C1